O1[C@@H](CC1)CN1C=NC(=C1)C(=O)OCC ethyl (S)-1-(oxetan-2-ylmethyl)-1H-imidazole-4-carboxylate